N,N'-Dimethylacrylurea CN(C(=O)NC)C(=O)C=C